1,3-bis(p-amino-phenyl)octamethylpentasiloxane NC1=CC=C(C=C1)[Si](O[Si](O[Si](O[Si](O[SiH2]C)(C)C)(C)C)(C1=CC=C(C=C1)N)C)(C)C